FC=1C=C2C=C(C(NC2=CC1F)=O)C=1N=NN(C1)C1=CC=C(C=C1)O[C@H]1CN(CC1)C 6,7-difluoro-3-{1-[4-((R)-1-methyl-pyrrolidin-3-yloxy)-phenyl]-1H-[1,2,3]triazol-4-yl}-1H-quinolin-2-one